3-(1-(10H-phenothiazin-2-yl)ethyl)benzoic acid ethyl ester C(C)OC(C1=CC(=CC=C1)C(C)C1=CC=2NC3=CC=CC=C3SC2C=C1)=O